CN1C[C@@H](CCC1)CO (R)-(1-methylpiperidin-3-yl)methanol